2-(1H-indol-3-yl)-2-(3-methoxyphenyl)indol-3-one N1C=C(C2=CC=CC=C12)C1(NC2=CC=CC=C2C1=O)C1=CC(=CC=C1)OC